FC(C[C@H](C(=O)NC1=NC=CC(=C1)C1=C(C=2C(NC(CC2N1)(C)C)=O)NC1=CC(=CC=C1)F)C1=CC=C(C=C1)F)F (2S)-4,4-Difluoro-N-{4-[3-(3-fluoroanilino)-6,6-dimethyl-4-oxo-4,5,6,7-tetrahydro-1H-pyrrolo[3,2-c]pyridin-2-yl]pyridin-2-yl}-2-(4-fluorophenyl)butanamid